C(C)(C)N(CCCCC(CC(CCCCCCCCCCCCCC\C=C/CCCCCCCC(=O)[O-])O)CCCCCCCCCCCCCCCC\C=C/CCCCCCCC(=O)[O-])C(C)C 9-(4-(diisopropylamino) butyl)-7-hydroxy-heptadecane-1,17-diyldioleate